(3-tert-butoxyphenyl)diphenyl-sulfonium C(C)(C)(C)OC=1C=C(C=CC1)[S+](C1=CC=CC=C1)C1=CC=CC=C1